FC(CN1C=C(C=CC1=O)C(=O)OC)F methyl 1-(2,2-difluoroethyl)-6-oxopyridine-3-carboxylate